N1=CC=C2N1CCCC2C(=O)O 4H,5H,6H,7H-pyrazolo(1,5-a)pyridine-4-carboxylic acid